ClC=1C=C(C=CC1)C=1C=CC2=C(C3=C(O2)C=CC=C3C3=CC=CC=C3)C1 8-(3-chlorophenyl)-1-phenyldibenzo[b,d]furan